(S)-2-(4-(6-(4-cyano-2-fluorobenzyloxy)pyridin-2-yl)-3-fluorobenzyl)-1-(oxetan-2-ylmethyl)-1H-benzo[d]imidazole-6-carboxylic acid C(#N)C1=CC(=C(COC2=CC=CC(=N2)C2=C(C=C(CC3=NC4=C(N3C[C@H]3OCC3)C=C(C=C4)C(=O)O)C=C2)F)C=C1)F